CN(C(CN(CCCOC(CCCCCCCCC)=O)CCCCCCCCCCCCCC)=O)CCN(C(CN(CCN(CCCCCCCCC)CCCCCCCCC)CCCCCCCCC)=O)C.FC1=C(C(=C(C(=C1[B-](C1=C(C(=C(C(=C1F)F)F)F)F)(C1=C(C(=C(C(=C1F)F)F)F)F)C1=C(C(=C(C(=C1F)F)F)F)F)F)F)F)F.C(C)(=O)C1=CC=C(C=C1)C=1C=C(SC1)[S+](C=1SC=C(C1)C1=CC=C(C=C1)C(C)=O)C=1SC=C(C1)C1=CC=C(C=C1)C(C)=O tris[4-(4-acetylphenyl)thienyl]Sulfonium tetrakis(pentafluorophenyl)borate 7,10-dimethyl-13,16-dinonyl-6,11-dioxo-4-tetradecyl-4,7,10,13,16-pentaazapentacosyl-decanoate